CN1N=CC=2C1=NC(=NC2N2CCN(CC2)C(C=C)=O)C 1-(4-(1,6-dimethyl-1H-pyrazolo[3,4-d]pyrimidin-4-yl)piperazin-1-yl)prop-2-en-1-one